N(=NC=1C=C(C)C=CC1)C=1C=C(C)C=CC1 3,3'-Azotoluene